(3-hydroxylcyclobutyl)ketone OC1CC(C1)C(=O)C1CC(C1)O